C(C)(=O)OC1=C(C=C(C=C1)CNC(CCCC)=O)OC(C)=O 4-(pentamidomethyl)-1,2-phenylene diacetate